2-amino-1-(2-(3,4-difluorophenyl)-8,8-dimethyl-3-((4-(trifluoromethyl)pyridin-2-yl)amino)-5,6-dihydroimidazo[1,2-a]pyrazin-7(8H)-yl)ethan-1-one NCC(=O)N1C(C=2N(CC1)C(=C(N2)C2=CC(=C(C=C2)F)F)NC2=NC=CC(=C2)C(F)(F)F)(C)C